(S)-5-(2-((4-(sec-butylcarbamoyl)tetrahydro-2H-pyran-4-yl)amino)-2-oxoacetyl)-N-(4-fluoro-3-methylphenyl)-1,2,4-trimethyl-1H-pyrrole-3-carboxamide [C@H](C)(CC)NC(=O)C1(CCOCC1)NC(C(=O)C1=C(C(=C(N1C)C)C(=O)NC1=CC(=C(C=C1)F)C)C)=O